(R)-3-(3-(4-bromothiazol-2-yl)phenyl)-3-hydroxy-1-methylpyrrolidin-2-one BrC=1N=C(SC1)C=1C=C(C=CC1)[C@]1(C(N(CC1)C)=O)O